(3-amino-5-fluorophenyl)methanesulfonamide NC=1C=C(C=C(C1)F)CS(=O)(=O)N